ClC=1C2=C(N=C(N1)SC)C(=C1N2C=CN=C1Cl)F 4,9-dichloro-10-fluoro-2-(methylthio)pyrazino[1',2':1,5]pyrrolo[3,2-d]pyrimidine